(E)-3-bromo-β-nitrostyrene BrC=1C=C(/C=C/[N+](=O)[O-])C=CC1